N1=C(C(=NC2=C1C=1N=C(C(=NC1C1=C2N=C(C(=N1)C#N)C#N)C#N)C#N)C#N)C#N bis-pyrazino[2,3-F:2',3'-h]quinoxaline-2,3,6,7,10,11-hexacarbonitrile